((4-(4-isopropylphenyl)pyridin-2-yl)methyl)-1,4-dioxa-8-azaspiro[4.5]decane C(C)(C)C1=CC=C(C=C1)C1=CC(=NC=C1)CC1OC2(OC1)CCNCC2